C(C=C)(=O)N1[C@H](C[C@H](C1)N1C=NC=2C(=NC=3C(=C(C(=CC3C21)Cl)C2=CC(=CC1=CC=CC=C21)O)F)N2CC(C2)N(C)C)CC#N 2-((2R,4R)-1-acryloyl-4-(8-chloro-4-(3-(dimethylamino)azetidin-1-yl)-6-fluoro-7-(3-hydroxynaphthalen-1-yl)-1H-imidazo[4,5-c]quinolin-1-yl)pyrrolidin-2-yl)acetonitrile